Azetidine-3-acetic acid N1CC(C1)CC(=O)O